1-(thiophen-2-yl)-2,3,4,9-tetrahydro-1H-pyrido[3,4-b]indole S1C(=CC=C1)C1NCCC2=C1NC1=CC=CC=C21